(2Z)-2-[(E)-[4-[1,4-dimethyl-5-[1-oxo-6-(trifluoromethoxy)-3,4-dihydroisoquinolin-2-yl]pyrazol-3-yl]phenyl]methylenehydrazono]-3-(2-isopropyl-5-methyl-phenyl)thiazolidin-4-one CN1N=C(C(=C1N1C(C2=CC=C(C=C2CC1)OC(F)(F)F)=O)C)C1=CC=C(C=C1)\C=N\N=C\1/SCC(N1C1=C(C=CC(=C1)C)C(C)C)=O